NCC=1C=CC(=NC1)N(C)C1CC(C1)OC(F)F 5-(aminomethyl)-N-(3-(difluoromethoxy)cyclobutyl)-N-methylpyridin-2-amine